[Cl-].ClCC(C[N+](C)(C)C)O (3-chloro-2-hydroxypropyl)trimethyl-ammonium chloride